1-(3-amino-2,2-dimethylpropyl)-2-butyl-1H-imidazo[4,5-c]quinolin-4-amine NCC(CN1C(=NC=2C(=NC=3C=CC=CC3C21)N)CCCC)(C)C